tert-butyl N-{[2-(azidomethyl)imidazo[1,2-a]pyridin-6-yl]methyl}carbamate N(=[N+]=[N-])CC=1N=C2N(C=C(C=C2)CNC(OC(C)(C)C)=O)C1